2-(2,5-difluorophenyl)-2-methyl-4-trimethylsiloxy-5-amino-3(2H)-furanone FC1=C(C=C(C=C1)F)C1(OC(=C(C1=O)O[Si](C)(C)C)N)C